3-(2-((2-(2,6-dioxopiperidin-3-yl)-1-oxoisoindolin-4-yl)thio)ethoxy)propionic acid O=C1NC(CCC1N1C(C2=CC=CC(=C2C1)SCCOCCC(=O)O)=O)=O